N1(C=NC=C1)C1=NC(=NC=C1)C(=O)NC1CCC(CC1)C 4-(1H-imidazol-1-yl)-N-(4-methylcyclohexyl)pyrimidine-2-carboxamide